cyclopropanesulfonamid C1(CC1)S(=O)(=O)N